C(C1=CC=CC=C1)[C@@](C(=O)OCC1=CC=CC=C1)(CC1=CC(=CC=C1)S(=O)(=O)C)N benzyl (S)-benzyl-2-amino-3-(3-(methylsulphonyl)phenyl)propionate